ClC=1C=C2C(=CC1)NC(C21CCN(CC1)CCOC1=CC(=C(C(=O)N2CCS(CC2)(=O)=O)C(=C1)F)F)=O 4-[4-(2-{5-chloro-2-oxo-1,2-dihydrospiro[indole-3,4'-piperidin]-1'-yl}ethoxy)-2,6-difluorobenzoyl]-1λ6-thiomorpholine-1,1-dione